cytosine sodium salt [Na].N1C(=O)N=C(N)C=C1